2-butyl-2-amino(4-morpholinophenyl)ethane-1-one C(CCC)C(C(=O)C1=CC=C(C=C1)N1CCOCC1)N